3-oxo-4H-1,4-benzoxazine O=C1COC2=C(N1)C=CC=C2